(1-(5-(6-(3-amino-3-methylbut-1-yn-1-yl)-3-cyanopyrazolo[1,5-a]pyridin-4-yl)pyridin-2-yl)-4-methylpiperidin-4-yl)-5-fluoro-2-methylbenzamide NC(C#CC=1C=C(C=2N(C1)N=CC2C#N)C=2C=CC(=NC2)N2CCC(CC2)(C)C=2C(=C(C(=O)N)C=C(C2)F)C)(C)C